C(C)NC(=O)C=1N=NN(C1)CCC(CN1N=NC(=C1)C(NCC1=NC=CC(=C1)C(F)(F)F)=O)F N-ethyl-1-{3-fluoro-4-[4-({[4-(trifluoromethyl)pyridin-2-yl]methyl}carbamoyl)-1H-1,2,3-triazol-1-yl]butyl}-1H-1,2,3-triazole-4-carboxamide